OC1=CC(=C(C=C1)Cl)O 1,3-Dihydroxy-4-chlorobenzene